(4-((2R,3S)-3-amino-2-methylazetidin-1-yl)-2,6-difluorophenyl)piperidine N[C@@H]1[C@H](N(C1)C1=CC(=C(C(=C1)F)N1CCCCC1)F)C